C1(CC1)C1=CC(=C(C#N)C(=C1)F)F 4-cyclopropyl-2,6-difluorobenzonitrile